N-(4-(2-(((1r,4r)-4-aminocyclohexyl)amino)quinazolin-6-yl)-2,5-difluorophenyl)-2-chlorobenzene-sulfonamide NC1CCC(CC1)NC1=NC2=CC=C(C=C2C=N1)C1=CC(=C(C=C1F)NS(=O)(=O)C1=C(C=CC=C1)Cl)F